(5R)-3-(4-(3-thia-8-aza-bicyclo[3.2.1]oct-8-yl)-3,5-difluorophenyl)-5-(hydroxymethyl)oxazolidin-2-one C12CSCC(CC1)N2C2=C(C=C(C=C2F)N2C(O[C@H](C2)CO)=O)F